3-(p-tolyl)Propionaldehyde C1(=CC=C(C=C1)CCC=O)C